NC1=NC=CC(=N1)C=1C2=C(C(=NC1)NCC=1C=C(C(=O)NC3CC(C3)OC)C=CC1)CCO2 3-(((7-(2-Aminopyrimidin-4-yl)-2,3-dihydrofuro[3,2-c]pyridin-4-yl)amino)methyl)-N-((1s,3s)-3-methoxycyclobutyl)benzamid